(1s,4s)-4-((2,6-dimethoxypyridin-3-yl)carbamoyl)-4-(2-isopropylphenyl)-1-methylcyclohexane-1-carboxylic acid COC1=NC(=CC=C1NC(=O)C1(CCC(CC1)(C(=O)O)C)C1=C(C=CC=C1)C(C)C)OC